ClC1=CC2=C(N(C=N2)C/C=C/[C@H]2NCC[C@@H]2O)C=C1Cl (2R,3S)-2-((E)-3-(5,6-dichloro-1H-benzo[d]imidazol-1-yl)prop-1-enyl)pyrrolidin-3-ol